Cl.OC1=C(C(=O)O)C=CC=C1 2-hydroxybenzoic acid hydrochloride